FC=1C=C2C(=C(COC2=CC1)C=O)C1=CC=C(C=C1)F 6-fluoro-4-(4-fluorophenyl)-2H-chromene-3-carbaldehyde